cis-tert-butyl 5-(1-(1-((2-chloro-4-(trifluoromethyl)phenyl)carbamoyl)cyclobutyl)-1H-pyrazol-4-yl)hexahydropyrrolo[3,4-c]pyrrole-2(1H)-carboxylate ClC1=C(C=CC(=C1)C(F)(F)F)NC(=O)C1(CCC1)N1N=CC(=C1)N1C[C@@H]2[C@H](C1)CN(C2)C(=O)OC(C)(C)C